2-fluoro-4-(hydroxymethyl)-3,5-dimethylphenol FC1=C(C=C(C(=C1C)CO)C)O